(S)-2-(4-(2-methoxy-4-((4-(3-phenylisoxazolidin-2-yl)-7H-pyrrolo[2,3-d]pyrimidin-2-yl)amino)phenyl)piperazin-1-yl)ethan-1-ol COC1=C(C=CC(=C1)NC=1N=C(C2=C(N1)NC=C2)N2OCC[C@H]2C2=CC=CC=C2)N2CCN(CC2)CCO